1-tert-butyl-5-methylsulfonyl-tetrazole C(C)(C)(C)N1N=NN=C1S(=O)(=O)C